C(C)(=O)NC1=C(C(=O)NC=2SC(=CN2)[N+](=O)[O-])C=CC=C1C(=O)NCCC 2-acetamido-N1-(5-nitrothiazol-2-yl)-N3-Propyl-isophthalamide